C(=O)C=1C(=CC2=CC=CC=C2C1)NS(=O)(=O)C1=CC=C(C)C=C1 N-(3-formylnaphthalen-2-yl)p-toluenesulfonamide